CCC(=O)OC(CC)=O methylacetic anhydride